BrC=1C2=C(CN(C1)C(=O)OCC)C=CC=C2 Ethyl 4-bromobenzo[2,3-C]pyridine-2-carboxylate